(R)-N-(6-((1R,5S)-1-(2,5-difluorophenyl)-2-azabicyclo[3.1.0]hexan-2-yl)imidazo[1,2-b]pyridazin-3-yl)-3-hydroxypyrrolidine-1-carboxamide FC1=C(C=C(C=C1)F)[C@@]12N(CC[C@H]2C1)C=1C=CC=2N(N1)C(=CN2)NC(=O)N2C[C@@H](CC2)O